C1=CC=CC=2C3=CC=CC=C3NC12.C1=CC=CC=2C3=CC=CC=C3NC12.C1=CC=CC=2C3=CC=CC=C3NC12.[Nd] neodymium tricarbazole